3-(3-(2-((1S,2S,5R)-1-hydroxy-2-isopropyl-5-methylcyclohexane-1-carboxamido)ethyl)phenyl)propanoic acid O[C@@]1([C@@H](CC[C@H](C1)C)C(C)C)C(=O)NCCC=1C=C(C=CC1)CCC(=O)O